BrC=1C=NC2=CC=C(C=C2C1NC1=C(C(=O)OC)C=C(C=C1)C)Cl methyl 2-[(3-bromo-6-chloro-4-quinolinyl) amino]-5-methyl-benzoate